N-[3-[2-(difluoromethoxy)-5-(ethylsulfanyl)phenyl]-1H-pyrazol-4-yl]pyrazolo[1,5-a]pyrimidine-3-carboxamide FC(OC1=C(C=C(C=C1)SCC)C1=NNC=C1NC(=O)C=1C=NN2C1N=CC=C2)F